tert-Butyl 3-[3-[1-[4-[2-[1-(5-ethoxy-5-oxo-pentyl)-4-piperidyl]ethynyl]-3-(2-thienyl)phenyl]ethylcarbamoyl]-4-methyl-anilino]azetidine-1-carboxylate formate C(=O)O.C(C)OC(CCCCN1CCC(CC1)C#CC1=C(C=C(C=C1)C(C)NC(=O)C=1C=C(NC2CN(C2)C(=O)OC(C)(C)C)C=CC1C)C=1SC=CC1)=O